FC(CNC(=O)C=1C=NN2C1C=C(C=C2)C2=CNC=1N=C(N=CC12)NCC(C)(C)C)F N-(2,2-difluoroethyl)-5-(2-(neopentylamino)-7H-pyrrolo[2,3-d]pyrimidin-5-yl)pyrazolo[1,5-a]pyridine-3-carboxamide